FC1(CCC(CC1)NC1=NC(=NC(=C1)C)NN)F N-(4,4-difluorocyclohexyl)-2-hydrazineyl-6-methylpyrimidin-4-amine